CC1C(OCC(O1)=O)=O 3-methyl-1,4-dioxane-2,5-dione